C12COCC(CC1)N2CCOC2=CC(=C(C=C2)C=2C=CC(=NC2)CC(=O)NCC2=CC=CC=C2)F 2-(5-(4-(2-(3-oxa-8-azabicyclo[3.2.1]octan-8-yl)ethoxy)-2-fluorophenyl)pyridin-2-yl)-N-benzylacetamide